C(CCCCC\C=C/CCCC)CC(=O)[O-] (Z)-dodec-7-en-1-ylacetate